C1(CCCC1)C1=NC2=NCN(C=C2N1)CC1=CC(=CC(=C1)NC=1C=NN(C1)C([2H])([2H])[2H])F 8-Cyclopentyl-N-(3-fluoro-5-((1-(methyl-d3)-1H-pyrazol-4-yl)amino)benzyl)-7H-purine